C(CCCCCCC)OC(CCCOC(CCCCOC(OCCNCCOC(OCCCCC(=O)[O-])=O)=O)=O)=O (4-(Octyloxy)-4-oxobutyl)-7,15-dioxo-6,8,14,16-tetraoxa-11-azahenicosandioate